methyl 4-(1,3-dioxolan-2-yl)-1-methylcyclohexane-1-carboxylate O1C(OCC1)C1CCC(CC1)(C(=O)OC)C